N-(4-chlorobenzyl)-N-cyclopropyl-4-(3-(pyridin-3-ylmethyl)ureido)benzenesulfonamide ClC1=CC=C(CN(S(=O)(=O)C2=CC=C(C=C2)NC(=O)NCC=2C=NC=CC2)C2CC2)C=C1